N-((1r,4r)-4-(3-chloro-4-cyanophenoxy)cyclohexyl)-6-(piperazin-1-yl)pyridazine-3-carboxamide hydrochloride Cl.ClC=1C=C(OC2CCC(CC2)NC(=O)C=2N=NC(=CC2)N2CCNCC2)C=CC1C#N